N-methyl-N-(3,4,5-trifluorobenzyl)cyclopentanecarboxamide CN(C(=O)C1CCCC1)CC1=CC(=C(C(=C1)F)F)F